(S)-3-(3-(2-(1H-Pyrrolo[2,3-b]pyridin-3-yl)thiazol-4-yl)phenyl)-3-hydroxy-1-methyl-1,3-dihydro-2H-pyrrolo[3,2-b]pyridin-2-one N1C=C(C=2C1=NC=CC2)C=2SC=C(N2)C=2C=C(C=CC2)[C@]2(C(N(C=1C2=NC=CC1)C)=O)O